NC1=CC=C(C=C1)N1CCC(CC1)CN1CCN(CC1)C1=CC=C(C=C1)C1C(NC(CC1)=O)=O 3-(4-(4-((1-(4-aminophenyl)piperidin-4-yl)methyl)piperazin-1-yl)phenyl)piperidine-2,6-dione